1-[2-(4-Methoxy-benzylamino)-4-methyl-5,7-dihydro-pyrrolo[3,4-d]pyrimidin-6-yl]-2-[1-(2-trifluoromethyl-pyridin-4-yl)-azetidin-3-yl]-ethanone COC1=CC=C(CNC=2N=C(C3=C(N2)CN(C3)C(CC3CN(C3)C3=CC(=NC=C3)C(F)(F)F)=O)C)C=C1